FC=1C=C(C=C(C1)OC)C1=NC=C(C=N1)N1N=CC2=CC=CC(=C12)C(=O)O (2-(3-fluoro-5-methoxyphenyl)pyrimidin-5-yl)-1H-indazole-7-Formic acid